3-(4-fluoro-3-(trifluoromethyl)-phenyl)-5-(2-(3-fluoropyrrolidin-1-yl)-2-oxoethyl)-1-(pyridazin-4-yl)-1H-pyrrolo[3,2-c]pyridin-4(5H)-one FC1=C(C=C(C=C1)C1=CN(C2=C1C(N(C=C2)CC(=O)N2CC(CC2)F)=O)C2=CN=NC=C2)C(F)(F)F